ClCCCCC1=CC(=C(C(=C1C(=O)O)O)C\C=C(\CCC=C(C)C)/C)O 6-(4-chlorobutyl)-3-[(2E)-3,7-dimethylocta-2,6-dien-1-yl]-2,4-dihydroxybenzoic acid